COC(=O)C=1C=C2C(=NNC(C2=CC1)=O)CNC(=O)OC(C)(C)C 4-(((tert-Butyloxycarbonyl)amino)methyl)-1-oxo-1,2-dihydrophthalazine-6-carboxylic acid methyl ester